5-bromo-2-((tert-butoxycarbonyl)amino)-2,3-dihydro-1H-indene-2-carboxylic acid BrC=1C=C2CC(CC2=CC1)(C(=O)O)NC(=O)OC(C)(C)C